tert-butyl (R)-(2-((tert-butyldimethylsilyl)oxy)-1-(4-cyanothiophen-2-yl)ethyl)carbamate [Si](C)(C)(C(C)(C)C)OC[C@H](C=1SC=C(C1)C#N)NC(OC(C)(C)C)=O